1-(8-chloro-6-oxo-1,4,5,6-tetrahydro-2H-pyrano[3,4-c]isoquinolin-1-yl)-3-(3-cyano-4-fluorophenyl)-1-ethylurea ClC=1C=CC=2C3=C(NC(C2C1)=O)COCC3N(C(=O)NC3=CC(=C(C=C3)F)C#N)CC